1-(4-(3-Amino-1H-indazol-5-yl)pyridin-2-yl)-3-phenylurea Ethyl-(4-(3-amino-1H-indazol-5-yl)pyridin-2-yl)carbamate C(C)N(C(O)=O)C1=NC=CC(=C1)C=1C=C2C(=NNC2=CC1)N.NC1=NNC2=CC=C(C=C12)C1=CC(=NC=C1)NC(=O)NC1=CC=CC=C1